N(=[N+]=[N-])CCOC=1C=C2CCC(C2=CC1)NCC1=CC=C(C=C1)N(C)C 5-(2-azidoethoxy)-N-[4-(dimethylamino)benzyl]-2,3-dihydro-1H-inden-1-amine